[Cl-].O=C1C=CC=CCCC1 keto(cyclooctadiene) chloride